[Br-].[NH+]12CCC(CC1)CC2 quinuclidin-1-ium bromide